C(#N)C1=CC=C(C=2N1N=CC2)N2C[C@@]1(C[C@@]1(C2)C(F)(F)F)C(=O)NNC(=O)OC2CCN(CC2)C 1-Methylpiperidin-4-yl 2-((1S,5R)-3-(7-cyanopyrazolo[1,5-a]pyridin-4-yl)-5-(trifluoromethyl)-3-azabicyclo[3.1.0]hexane-1-carbonyl)hydrazine-1-carboxylate